C(C)(C)(C)C1=CC=C(C=C1)S(=O)(=O)NC1=NC(=NC(=C1OC1=C(C=CC=C1)OC)OCCO)C1=NC=CC=N1 4-tert-butyl-N-[6-(2-hydroxy-ethoxy)-5-(2-methoxy-phenoxy)-2-(pyrimidin-2-yl)pyrimidin-4-yl]benzenesulfonamide